N-(4-aminomethyl-phenyl)-2,5-dimethyl-N'-[4-(1,2,3,6-tetrahydro-pyridin-4-yl)-phenyl]-terephthalamide NCC1=CC=C(C=C1)NC(C1=C(C=C(C(=O)NC2=CC=C(C=C2)C=2CCNCC2)C(=C1)C)C)=O